[N-](S(=O)(=O)C(F)(F)F)S(=O)(=O)C(F)(F)F.C[N+]1(CCCCC1)CC 1-methyl-1-ethylpiperidinium bis(trifluoromethanesulfonyl)imide salt